1,2-diazido-2,3-dihydro-1H-indene N(=[N+]=[N-])C1C(CC2=CC=CC=C12)N=[N+]=[N-]